C1CCN2CCCC(C12)NC=1C(N(C(=NN1)C1=C(C=C(C=C1)C(F)(F)F)O)C)=O 6-(1,2,3,5,6,7,8,8a-Octahydroindolizin-8-ylamino)-3-[2-hydroxy-4-(trifluoromethyl)phenyl]-4-methyl-1,2,4-triazin-5-on